1-(4-(3,4-dichlorophenyl)-5-(isopropylthio)thiazol-2-yl)-4-(isothiazol-4-yl)-3-methyl-1H-pyrazole-5-carboxylic acid ClC=1C=C(C=CC1Cl)C=1N=C(SC1SC(C)C)N1N=C(C(=C1C(=O)O)C=1C=NSC1)C